methyl (heptylsulfonyl)-D-asparaginyl-L-alaninate C(CCCCCC)S(=O)(=O)N[C@H](CC(N)=O)C(=O)N[C@@H](C)C(=O)OC